FC=1C=CC2=C(CCO2)C1CNC1=NC=C(C=2N1C=C(N2)C#N)C=2C=C1CCN(C(C1=CC2)=O)C 5-(((5-fluoro-2,3-dihydrobenzofuran-4-yl)methyl)amino)-8-(2-methyl-1-oxo-1,2,3,4-tetrahydroisoquinolin-6-yl)imidazo[1,2-c]pyrimidine-2-carbonitrile